5-(4'-methyl-[1,1'-biphenyl]-3-yl)thiophene CC1=CC=C(C=C1)C1=CC(=CC=C1)C1=CC=CS1